C(C)OC1C(CC(OC1)C(=O)N1[C@H](C2=CC=CC=C2CC1)C1=CC=C(C=C1)F)=O 5-ethoxy-2-((S)-1-(4-fluorophenyl)-1,2,3,4-tetrahydroisoquinoline-2-carbonyl)tetrahydro-4H-pyran-4-one